N(NC(=O)OC(C)(C)C)C(=O)OCC1=CC=CC=C1 1-benzyl 2-(tert-butyl) hydrazine-1,2-dicarboxylate